CN(CCOC1=CC=C(C=C1)NC=1N=C(C2=C(N1)NC=C2C(=O)C2=CC=C(C=C2)F)NC2CCC(CC2)CO)C (2-((4-(2-(Dimethylamino)ethoxy)phenyl)amino)-4-(((1s,4s)-4-(hydroxymethyl)cyclohexyl)amino)-7H-pyrrolo[2,3-d]pyrimidine-5-yl)(4-fluorophenyl)methanone